4-[4-({(1R)-1-[3-(difluoromethyl)-2-fluorophenyl]ethyl}amino)-2-methylpyrido[3,4-d]pyrimidin-6-yl]-4-oxo-1,4lambda5-azaphosphinane-1-carboxamide FC(C=1C(=C(C=CC1)[C@@H](C)NC=1C2=C(N=C(N1)C)C=NC(=C2)P2(CCN(CC2)C(=O)N)=O)F)F